pyridin-6(5H)-one N1=CC=CCC1=O